1-(4-chloro-3-(pyridin-4-yl)-1H-pyrazol-5-yl)-3-(3,4,5-trifluorobenzyl)urea ClC=1C(=NNC1NC(=O)NCC1=CC(=C(C(=C1)F)F)F)C1=CC=NC=C1